C1=CC(=CC(=C1)C(=O)[O-])C(=O)O The molecule is a dicarboxylic acid monoanion that is the conjugate base of isophthalic acid. It is a conjugate base of an isophthalic acid. It is a conjugate acid of an isophthalate(2-).